N-(5-(7'-Fluoro-1-(2-hydroxyethyl)-3'-methyl-2'-oxo-2',3'-dihydrospiro[azetidine-3,1'-pyrrolo[2,3-c]quinolin]-8'-yl)-2-(2-(isopropylamino)ethoxy)pyridin-3-yl)methanesulfonamide FC=1C(=CC=2C3=C(C=NC2C1)N(C(C31CN(C1)CCO)=O)C)C=1C=C(C(=NC1)OCCNC(C)C)NS(=O)(=O)C